1-(2-(4-(dimethylamino)phenoxy)ethyl)-2-methyl-1H-indole-3-carbaldehyde CN(C1=CC=C(OCCN2C(=C(C3=CC=CC=C23)C=O)C)C=C1)C